C(C)OC(=O)C=1NC=C(C1)C(=O)O 1H-pyrrole-2,4-dicarboxylic acid ethyl ester